(3S)-1,2-diazacyclohexane-1,2,3-tricarboxylic acid N1(N([C@@H](CCC1)C(=O)O)C(=O)O)C(=O)O